bis(2-(perfluorodecyl) ethyl) phosphate P(=O)(OCCC(C(C(C(C(C(C(C(C(C(F)(F)F)(F)F)(F)F)(F)F)(F)F)(F)F)(F)F)(F)F)(F)F)(F)F)(OCCC(C(C(C(C(C(C(C(C(C(F)(F)F)(F)F)(F)F)(F)F)(F)F)(F)F)(F)F)(F)F)(F)F)(F)F)[O-]